N[C@@H]1CN(CC[C@H]1F)C1=NC2=C(N1CC(=O)N1CCOCC1)C=C(C=C2)C(F)(F)F 2-(2-((3R,4R)-3-Amino-4-fluoropiperidin-1-yl)-6-(trifluoromethyl)-1H-benzo[d]imidazol-1-yl)-1-morpholinoethan-1-on